ClCC(=O)N(C=1C(=CC2=C(N=CO2)C1)OC)C1=CC(=CC(=C1)OC)OC 2-chloro-N-(3,5-dimethoxyphenyl)-N-(6-methoxybenzo[d][1,3]oxazol-5-yl)acetamide